CC(/C=C/C(C(=O)OCC)NC(=O)C=1N(C2=CC(=NC=C2C1)C)COCC[Si](C)(C)C)(C)C ethyl (E)-5,5-dimethyl-2-(6-methyl-1-{[2-(trimethylsilyl)ethoxy]methyl}-1H-1,5-diazainden-2-ylcarbonylamino)-3-hexenoate